3-Bromo-1-iodobenzene BrC=1C=C(C=CC1)I